ClC1=C(C=CC=C1)CC1(CN(C1)C=1C=2N(C=CC1)N=C(N2)NC=2C=NN(C2)CC(=O)N2CCN(CC2)C)CC#N 2-[3-[(2-chlorophenyl)methyl]-1-[2-[[1-[2-(4-methylpiperazin-1-yl)-2-oxo-ethyl]pyrazol-4-yl]amino]-[1,2,4]triazolo[1,5-a]pyridin-8-yl]azetidin-3-yl]acetonitrile